FC1=CC=C(C=C1)C1C(=C(N=C2N1C(/C(/S2)=C/C2=CC=C(OCC(=O)O)C=C2)=O)C)C(=O)OC(C)C (4-(((2Z)-5-(4-fluorophenyl)-7-methyl-3-oxo-6-((propan-2-yloxy)carbonyl)-5H-[1,3]thiazolo[3,2-a]pyrimidin-2(3H)-ylidene)methyl)phenoxy)acetic acid